COC1=C(C2=CC=CC=C2C=C1)C(=O)P(C1=CC=C(C=C1)OCC)(C(=O)C1=C(C=CC2=CC=CC=C12)OC)=O bis(2-methoxy-1-naphthoyl)-4-ethoxyphenylphosphine oxide